Dimethyl-Carbinol CC(O)C